C(C)(C)(C)C1N2C(C3=CC(=C(C=C3C1)C1=CN=C(S1)N1CC(C1)F)OC)=CC(C(=C2)C(=O)OCC)=O ethyl 6-tert-butyl-9-[2-(3-fluoroazetidin-1-yl)thiazol-5-yl]-10-methoxy-2-oxo-6,7-dihydro-2H-pyrido[2,1-a]isoquinoline-3-carboxylate